NC=1N=NC(=CC1N1CC2CCC(C1)N2C2=NC=C(C=N2)C2CCC(CC2)N2CC1CCC(C2)N1CC(=O)O)C1=C(C=CC=C1)O 2-[3-[4-[2-[3-[3-amino-6-(2-hydroxyphenyl)pyridazin-4-yl]-3,8-diazabicyclo[3.2.1]octan-8-yl]pyrimidin-5-yl]cyclohexyl]-3,8-diazabicyclo[3.2.1]octan-8-yl]acetic acid